C1(CCC1)CN1C(N(CC12CCC(CC2)(C2=CC=CC=C2)N(C)C)CC2=NC=CC=N2)=O 1-(cyclobutyl-methyl)-8-dimethylamino-8-phenyl-3-(pyrimidin-2-yl-methyl)-1,3-diazaspiro[4.5]decan-2-one